(5aR,6R,11bS)-14-(cyclopropylmethyl)-10-methoxy-1,2,5,5a,6,7-hexahydro-6,11b-(epiminoethano)naphtho[1,2-c]azepine-3(4H)-one C1(CC1)CN1CC[C@]23CNC(CC[C@H]2[C@H]1CC1=CC=C(C=C13)OC)=O